2-amino-4-(2-methoxyethoxy)phenol NC1=C(C=CC(=C1)OCCOC)O